C(C)OC=1C=C(C=CC1C=1NC(C2=C(N1)NN=N2)=O)C2=CC(=CC=C2)O[C@H](C(=O)O)CC (S)-2-((3'-ethoxy-4'-(7-oxo-6,7-dihydro-3H-[1,2,3]triazolo[4,5-d]pyrimidin-5-yl)-[1,1'-biphenyl]-3-yl)oxy)butanoic acid